3-(2,2-dimethylchroman-6-yl)azetidine 4-methylbenzenesulfonate CC1=CC=C(C=C1)S(=O)(=O)O.CC1(OC2=CC=C(C=C2CC1)C1CNC1)C